2-(5-((5-(5-(difluoromethyl)-1,3,4-oxadiazol-2-yl)pyrimidin-2-yl)amino)-7-phenyl-1H-benzo[d]imidazole-1-yl)ethan-1-ol FC(C1=NN=C(O1)C=1C=NC(=NC1)NC1=CC2=C(N(C=N2)CCO)C(=C1)C1=CC=CC=C1)F